2-[2-[(7R)-4-azaspiro[2.5]octan-7-yl]-7-fluoro-indazol-5-yl]-4,6-dimethyl-pyrazolo[1,5-a]pyrazine C1CC12NCC[C@H](C2)N2N=C1C(=CC(=CC1=C2)C2=NN1C(C(=NC(=C1)C)C)=C2)F